CC(CS(=O)(=O)[O-])C 2-methyl-1-propanesulfonate